N-(5,6-difluoro-1H-indol-3-yl)-3-[6-(4,4-difluoropiperidin-1-yl)-5-fluoropyridin-3-yl]-1,2-oxazole-5-carboxamide FC=1C=C2C(=CNC2=CC1F)NC(=O)C1=CC(=NO1)C=1C=NC(=C(C1)F)N1CCC(CC1)(F)F